(R)-5-(3,4-difluorophenyl)-N-(piperidin-3-yl)-3-ureidothiophene-2-carboxamide FC=1C=C(C=CC1F)C1=CC(=C(S1)C(=O)N[C@H]1CNCCC1)NC(=O)N